O[C@H](C(=O)N[C@H](C(=O)N[C@@H]1C(N(CCC2=C1C=CC=C2)C)=O)C)C(C)C (S)-2-hydroxy-3-methyl-N-((S)-1-(((S)-3-methyl-2-oxo-2,3,4,5-tetrahydro-1H-benzo[d]azepin-1-yl)amino)-1-oxopropan-2-yl)butanamide